BrC1=C2CCC(C2=C(C=C1)S)=O 4-bromo-7-sulfanyl-indan-1-one